3-bromo-N-phenyl-1-(tetrahydro-2H-pyran-2-yl)-N-(2-((tetrahydro-2H-pyran-2-yl)oxy)ethyl)-1H-1,2,4-triazol-5-amine BrC1=NN(C(=N1)N(CCOC1OCCCC1)C1=CC=CC=C1)C1OCCCC1